C(CCC)OCCCNCC(COC(CN1C2=CC=C(C=C2C=2C=C(C=CC12)F)F)CN1C2=CC=CC=C2C=2C=C(C=CC12)F)O 1-((3-butoxypropyl)amino)-3-((1-(3,6-difluoro-9H-carbazol-9-yl)-3-(3-fluoro-9H-carbazol-9-yl)propan-2-yl)oxy)propan-2-ol